N-(2-(3-((2-methoxy-4-(morpholinosulfonyl)phenyl)amino)prop-1-yn-1-yl)-3-(2,2,2-trifluoroethyl)benzo[b]thiophen-7-yl)-1-methylpiperidin-4-amine COC1=C(C=CC(=C1)S(=O)(=O)N1CCOCC1)NCC#CC1=C(C2=C(S1)C(=CC=C2)NC2CCN(CC2)C)CC(F)(F)F